O1CCC2=C1C(=CC=C2)C=2C=C(C=CC2)C[C@@H]2C=1C(N(C=NC1CC[C@@H]2NS(=O)(=O)C)C(C)C)=O |r| rac-N-[(5R,6S)-5-{[3-(2,3-dihydro-1-benzofuran-7-yl)phenyl]methyl}-4-oxo-3-(propan-2-yl)-3,4,5,6,7,8-hexahydroquinazolin-6-yl]methanesulfonamide